(R)-6-(2-(3',4'-dichloro-[1,1'-biphenyl]-3-yl)-2-hydroxyacetyl)-2-(1-phenylcyclopropyl)-3,5,6,7,8,9-hexahydro-4H-pyrimido[5,4-c]azepin-4-one ClC=1C=C(C=CC1Cl)C1=CC(=CC=C1)[C@H](C(=O)N1CC2=C(CCC1)N=C(NC2=O)C2(CC2)C2=CC=CC=C2)O